FC=1C=C(C=CC1OC)C1=C(C=CC(=C1)C(F)(F)F)S(=O)(=O)N (3-fluoro-4-methoxyphenyl)-4-(trifluoromethyl)benzenesulfonamide